1,3-bis(t-butylperoxy)hexane C(C)(C)(C)OOCCC(CCC)OOC(C)(C)C